C(C)(C)(C)C1=CC=C(C=C1OC)CC 6-tertiary butyl-3-ethyl-anisole